6-(7,8-dimethyl-3-(trifluoromethyl)-[1,2,4]triazolo[4,3-b]pyridazin-6-yl)-3-(4-methoxypiperidin-1-yl)-5,6,7,8-tetrahydro-1,6-naphthyridine CC1=C(C=2N(N=C1N1CC=3C=C(C=NC3CC1)N1CCC(CC1)OC)C(=NN2)C(F)(F)F)C